ClC=1C(=CC=C2C=CC=C(C12)C1=NC=C2C(=C(C=NC2=C1F)O)N1CCN(CC1)C(=O)OC(C)(C)C)F tert-butyl 4-(7-(8-chloro-7-fluoronaphthalen-1-yl)-8-fluoro-3-hydroxy-1,6-naphthyridin-4-yl)piperazine-1-carboxylate